(5S)-5-[2-[[(6S)-4-fluoro-1-methyl-6,7-dihydro-5H-cyclopenta[c]pyridin-6-yl]methylamino]ethyl]-2-oxo-1,3-oxazolidin-3-yl-4H-pyrazino[2,3-b][1,4]oxazin-3-one FC=1C2=C(C(=NC1)C)C[C@@H](C2)CNCC[C@H]2CN(C(O2)=O)C2C(NC1=C(O2)N=CC=N1)=O